biphenylyl[phenyl(biphenylyl)triazineyl]benzoselenophene C1(=C(C=CC=C1)C1=C([Se]C2=C1C=CC=C2)C2=NN=NC(=C2C2=C(C=CC=C2)C2=CC=CC=C2)C2=CC=CC=C2)C2=CC=CC=C2